FC1=CC2=C(NC(=N2)CNC(=O)[C@@H]2CC[C@H](CO2)NC(OC(C)(C)C)=O)C=C1F tert-butyl ((3R,6S)-6-(((5,6-difluoro-1H-benzo[d]imidazol-2-yl)methyl)carbamoyl)tetrahydro-2H-pyran-3-yl)carbamate